ClC1=NC=2N(C(=C1)NCC1=CC=C3C=CNC3=C1)N=CC2C(C)C 5-chloro-N-(indol-6-ylmethyl)-3-Isopropylpyrazolo[1,5-a]pyrimidin-7-amine